C1(=CC=CC=C1)C=1C=CC(=NC1)NC=1C=C(C(=O)O)C=CN1 2-((5-phenylpyridin-2-yl)amino)isonicotinic acid